[5-BROMO-2-[4-(DIFLUOROMETHOXY)PYRAZOL-1-YL]-4-METHOXY-PHENYL]BORONIC ACID BrC=1C(=CC(=C(C1)B(O)O)N1N=CC(=C1)OC(F)F)OC